5-amino-2-(azetidin-3-ylmethyl)-N-[2-(ethylcarbamoylamino)ethoxy]-N-propyl-6H-thieno[3,2-b]azepin-7-carboxamide NC=1CC(=CC2=C(N1)C=C(S2)CC2CNC2)C(=O)N(CCC)OCCNC(NCC)=O